O=C1N(CC2=CC(=CC=C12)C=1C=NN(C1)C1CCNCC1)C1C(NC(CC1)=O)=O 3-(1-oxo-5-(1-(piperidin-4-yl)-1H-pyrazol-4-yl)isoindolin-2-yl)piperidine-2,6-dione